N1C=NC2=C1C=CC(=C2)N2C(NC[C@@H]2C2=CC=C(C=C2)C2=CSC(=C2)C(F)(F)F)=O (5S)-1-(1H-benzimidazol-5-yl)-5-{4-[5-(trifluoromethyl)thiophen-3-yl]phenyl}imidazolidin-2-one